36-(tetracos-15-enoyloxy)-hexatriacontanoic acid C(CCCCCCCCCCCCCC=CCCCCCCCC)(=O)OCCCCCCCCCCCCCCCCCCCCCCCCCCCCCCCCCCCC(=O)O